N1(CCCC1)C1CCCCCC1 pyrrolidinylcycloheptane